(((S)-2-oxopyrrolidin-3-yl)methyl)acrylamide trifluoroacetic acid salt FC(C(=O)O)(F)F.O=C1NCC[C@@H]1CC(C(=O)N)=C